C2-amino-5-oxo-4,5-dihydropyrazolo[1,5-a]pyrimidine-3-carboxylic acid tert-butyl ester C(C)(C)(C)OC(=O)C=1C(=NN2C1NC(C=C2)=O)N